C(C)(CC)C1=NN(C(=C1O)C(C)CC)CC 3,5-di-sec-butyl-1-ethyl-4-hydroxy-pyrazole